piperidine formate salt C(=O)O.N1CCCCC1